CC1(CN(CCN1)C=1N=CC(=NC1)C(=O)NC=1C=C(C=C2C=CC=NC12)F)C 5-(3,3-dimethylpiperazin-1-yl)-N-(6-fluoroquinolin-8-yl)pyrazine-2-carboxamide